3-nitro-2,6-pyridinediamine [N+](=O)([O-])C=1C(=NC(=CC1)N)N